4-((1R,2S)-1-hydroxy-2-((S)-5H-imidazo[5,1-a]isoindol-5-yl)-7-azaspiro[3.5]nonane-7-carbonyl)-1-methylpyrrolidin-2-one O[C@@H]1[C@@H](CC12CCN(CC2)C(=O)C2CC(N(C2)C)=O)[C@@H]2N1C(C3=CC=CC=C23)=CN=C1